1-[3-(difluoromethoxy)phenyl]-7-fluoro-3-isopropyl-N-(3-methyl-1,1-dioxo-thietan-3-yl)-2-oxo-benzimidazole-5-carboxamide FC(OC=1C=C(C=CC1)N1C(N(C2=C1C(=CC(=C2)C(=O)NC2(CS(C2)(=O)=O)C)F)C(C)C)=O)F